C(#N)C1=NN2C(N=NC(=C2)[N+](=O)[O-])=C1C#N 7,8-dicyano-3-nitropyrazolo[5,1-c][1,2,4]Triazine